Cl.COC=1C=C(C[C@H](N)C)C=CC1 |r| (+/-)-3-methoxyamphetamine HCl